C1(CC1)C1=CC(=C(C(=C1)C)B1OC(C(O1)(C)C)(C)C)C 2-(4-cyclopropyl-2,6-dimethyl-phenyl)-4,4,5,5-tetramethyl-1,3,2-dioxaborolane